(S)-3-(pyrrolidin-2-ylmethoxy)propionic acid N1[C@@H](CCC1)COCCC(=O)O